[6-[2-(trifluoromethyl)pyrimidin-5-yl]-2-azaspiro[3.3]heptane-2-yl]methanone FC(C1=NC=C(C=N1)C1CC2(CN(C2)C=O)C1)(F)F